C1(CC1)[C@](\C=C\S(=O)(=O)C)([2H])NC(=O)C=1C(=NC(=NC1)C(C)(F)F)OC1=CC=CC=C1 (S,E)-N-(1-cyclopropyl-3-(methylsulfonyl)allyl-1-d)-2-(1,1-difluoroethyl)-4-phenoxypyrimidine-5-carboxamide